6-cyclopropyl-3-fluoro-4-hydroxy-1-methyl-8-(3-nitrophenyl)pyrido[2,3-d]pyridazine-2,5-dione C1(CC1)N1N=C(C2=C(C1=O)C(=C(C(N2C)=O)F)O)C2=CC(=CC=C2)[N+](=O)[O-]